methyl-2-methyl-6-[1-(2,2,3,3,3-pentafluoropropyl)-1H-pyrazol-4-yl]-7-(trifluoromethyl)-1H,5H-imidazo[1,2-a]pyrimidin-5-one CN1C(=CN2C1=NC(=C(C2=O)C=2C=NN(C2)CC(C(F)(F)F)(F)F)C(F)(F)F)C